6-amino-7-(3-methoxy-2,6-dimethylphenyl)-2-vinyl-7H-pyrrolo[2,3-d]pyrimidine-5-carbonitrile NC1=C(C2=C(N=C(N=C2)C=C)N1C1=C(C(=CC=C1C)OC)C)C#N